6-amino-9-(4-(aminomethyl)-2-methoxybenzyl)-2-butoxy-9H-purin-8-ol NC1=C2N=C(N(C2=NC(=N1)OCCCC)CC1=C(C=C(C=C1)CN)OC)O